ClC1=C(CC2=CC(=C(C=C2)O)C(C)C)C(=CC(=C1)N(CC1=CC=CC=C1)CC1=CC=CC=C1)C(=C)C 4-(2-chloro-4-(dibenzylamino)-6-(prop-1-en-2-yl)benzyl)-2-isopropylphenol